((1-(hydroxymethyl)cyclopropyl)methyl)ethanethiol OCC1(CC1)CC(C)S